2-bromo-1-((1s,4s)-1-methyl-2-oxabicyclo[2.2.1]hept-4-yl)ethan-1-one BrCC(=O)[C@@]12CO[C@@](CC1)(C2)C